C1(CCC1)C[C@@H](C(N[C@@H](C[C@H]1C(NCC1)=O)C(COC(F)(F)F)=O)=O)NC(C(=O)NC12CC(C1)(C2)F)=O N1-((S)-3-cyclobutyl-1-oxo-1-(((S)-3-oxo-1-((S)-2-oxopyrrolidin-3-yl)-4-(trifluoromethoxy)butan-2-yl)amino)propan-2-yl)-N2-(3-fluorobicyclo[1.1.1]-pentan-1-yl)oxalamide